BrCCCCCCCCC bromon-nonane